FC(C=1C=CC(=NC1)N1N=C(C=C1)NC=1C=CC(=NC1)C#N)(F)F 5-((1-(5-(trifluoromethyl)pyridin-2-yl)-1H-pyrazol-3-yl)amino)pyridinecarbonitrile